benzyl (SR)-3-(benzyloxy)-2-formyl-5-methylpyrrolidine-1-carboxylate C(C1=CC=CC=C1)OC1[C@H](N(C(C1)C)C(=O)OCC1=CC=CC=C1)C=O |r|